C(C1=CC=CC=C1)N1CC2C(C1)C(CC2)=O 2-benzylhexahydrocyclopenta[c]pyrrol-4(1H)-one